[Pb+4].ClC=1C(=NC=CC1C(=O)N1[C@H](C=2C(CC1)=C(N(N2)C)C2=CC(=CC(=C2)F)F)C)OCC2CNC(O2)=O 5-[[3-chloro-4-[(7S)-3-(3,5-difluorophenyl)-2,7-dimethyl-5,7-dihydro-4H-pyrazolo[3,4-c]pyridine-6-carbonyl]-2-pyridinyl]oxymethyl]oxazolidin-2-one lead(IV)